3-(3-bromophenyl)-3-[(2,2,2-trifluoroacetyl)amino]butanoic acid BrC=1C=C(C=CC1)C(CC(=O)O)(C)NC(C(F)(F)F)=O